(2-piperidyl)acetamide N1C(CCCC1)CC(=O)N